hexanoyl-L-tryptophan calcium [Ca].C(CCCCC)(=O)N[C@@H](CC1=CNC2=CC=CC=C12)C(=O)O